1-(2-chlorophenyl)-7-cyclopropyl-4-(((1S,2R)-2-fluorocyclopropyl)amino)-2-oxo-1,2-dihydropyrido[2,3-d]-pyrimidine ClC1=C(C=CC=C1)N1C(N=C(C2=C1N=C(C=C2)C2CC2)N[C@@H]2[C@@H](C2)F)=O